C(C)OC1=CC=C(C=C1)C(C)=NN=C1SC(C(N1)=O)CC(=O)Cl 2-(2-((1-(4-ethoxyphenyl)ethylidene)hydrazineylidene)-4-oxothiazolidine-5-yl)acetyl chloride